O=S1(CCN(CC1)C(C(CC1=NC=C(C=C1)C1=NOC(=N1)C(F)(F)F)C1=CC(=CC=C1)C(F)(F)F)=O)=O 1-(1,1-dioxidothiomorpholino)-3-(5-(5-(trifluoromethyl)-1,2,4-oxadiazol-3-yl)pyridin-2-yl)-2-(3-(trifluoromethyl)phenyl)propan-1-one